CS(=O)(=O)C1=CC=C(CNC(=O)C2(C(NC(=C(C2)C=2C(=NOC2C)C)C)=O)C2=C(C=CC=C2)C)C=C1 5-(3,5-dimethyl-isoxazol-4-yl)-6-methyl-2-oxo-l-m-tolyl-1,2-dihydro-pyridine-3-carboxylic acid 4-methanesulfonyl-benzylamide